ClC1=CC=C(C=C1)C=1C(CCN(N1)C(=NS(=O)(=O)N1CCC(CC1)(F)F)Cl)C1=CC=CC=C1 (2E)-6-(4-chlorophenyl)-N-[(4,4-difluoro-1-piperidyl)sulfonyl]-5-phenyl-4,5-dihydro-3H-pyridazine-2-carboximidoyl chloride